(R)-8-amino-1,2,3,4-tetrahydronaphthalen-2-ol hydrobromide Br.NC=1C=CC=C2CC[C@H](CC12)O